N-(4-nitrophenyl)-7-(6-(trifluoromethyl)pyridin-2-yl)-2,7-diazaspiro[4.4]nonane-2-carbothioamide [N+](=O)([O-])C1=CC=C(C=C1)NC(=S)N1CC2(CC1)CN(CC2)C2=NC(=CC=C2)C(F)(F)F